1-Ethyl-3-methylimidazolium mesylate S(C)(=O)(=O)[O-].C(C)N1C=[N+](C=C1)C